5-hydroxy-(2,6-diisopropylphenyl)-1H-isoindole-1,3-dione OC=1C(=C2C(NC(C2=CC1)=O)=O)C1=C(C=CC=C1C(C)C)C(C)C